C(C)(C)N1N=C(C(=C1C)O)C1=CC(=CC=C1)S(=O)(=O)C 1-isopropyl-3-(3-(methylsulfonyl)phenyl)-5-methyl-pyrazol-4-ol